hexafluoropropylene carbon [C].FC(C(=C(F)F)F)(F)F